N1C=NC2=C1C=CC(=C2)\C=C/2\C(N(C(=N2)NC2=CC=C(C=C2)N2CCN(CC2)C)C)=O (5Z)-5-(1H-Benzimidazol-5-ylmethylene)-3-methyl-2-[4-(4-methylpiperazin-1-yl)anilino]imidazol-4-one